C1(CC1)C1=NN(C=C1C(F)(F)F)CC1COCCC1 3-cyclopropyl-1-((tetrahydro-2H-pyran-3-yl)methyl)-4-(trifluoromethyl)-1H-pyrazole